2-propyl-4-iodoisoquinolin-1(2H)-one C(CC)N1C(C2=CC=CC=C2C(=C1)I)=O